C(C)C1=NOC(=C1)C1=NN(C(=C1)NC(C[C@H](C(=O)N[C@H]1C2=C(CN3N(C1=O)CCC3)C=CC=C2)C)=O)C (R)-N4-(3-(3-Ethylisoxazol-5-yl)-1-methyl-1H-pyrazol-5-yl)-2-methyl-N1-((S)-11-oxo-2,3,10,11-tetrahydro-1H,5H-benzo[d]pyrazolo[1,2-a][1,2]diazepin-10-yl)succinamide